OCCOCCN(C(CCCCCCC\C=C/CCCCCCCC)=O)CCOCCO N,N-bis(2-(2-hydroxyethoxy)ethyl)oleamide